35-methylhexatriacontyl palmitoleate C(CCCCCCC\C=C/CCCCCC)(=O)OCCCCCCCCCCCCCCCCCCCCCCCCCCCCCCCCCCC(C)C